[N+](=O)([O-])C([N+](=O)[O-])[N+](=O)[O-] trinitromethane